BrC1=CN(C2=NC=CC(=C21)OC2=C(C=C(C=C2F)NC([O-])=O)F)COCC[Si](C)(C)C {4-[(3-bromo-1-{[2-(trimethylsilyl)ethoxy]methyl}-1H-pyrrolo[2,3-b]pyridin-4-yl)oxy]-3,5-difluorophenyl}carbamate